N[C@H]1[C@@H]2N(C[C@H]1CC2)C(=O)C2=CC1=C(N(C(=N1)C=1N(C3=C(C=CC=C3C1)C=1C=NN(C1)CCO)CC1CC1)C)C(=C2)OC ((R,4R,7R)-7-amino-2-azabicyclo[2.2.1]heptan-2-yl)(2-(1-(cyclopropylmethyl)-7-(1-(2-hydroxyethyl)-1H-pyrazol-4-yl)-1H-indol-2-yl)-7-methoxy-1-methyl-1H-benzo[d]imidazol-5-yl)methanone